C(=O)(O)COCCOCCNC(COCCOCCNC(=O)C=1C=CC(=NC1)NS(=O)(=O)C1=CC=C(OC=2C=CC(=C(C2)CCCCCCCCCCCCCC(=O)O)F)C=C1)=O 14-[5-[4-[[5-[2-[2-[2-[2-[2-(carboxymethyloxy)ethoxy]ethylamino]-2-oxo-ethoxy]ethoxy]ethylcarbamoyl]-2-pyridyl]sulfamoyl]phenoxy]-2-fluoro-phenyl]tetradecanoic acid